C1(CCCCC1)C(C#C)O cyclohexylpropargyl alcohol